ethylenebis(oxyethylene)bis-(3-(5-tert-butyl-4-hydroxy-m-tolyl)-propionate) C(COCCC(C(=O)[O-])CC=1C=C(C=C(C1O)C(C)(C)C)C)OCCC(C(=O)[O-])CC=1C=C(C=C(C1O)C(C)(C)C)C